OC1=NC(=NC2=C(C=C(C=C12)C)C(C)NC1=C(C(=O)OC(C)(C)C)C=CC=C1)C1=CC=NC=C1 tert-butyl 2-((1-(4-hydroxy-6-methyl-2-(pyridin-4-yl)quinazolin-8-yl)ethyl)amino)benzoate